OCCOC1=CC=C(C=C1)C1C2=CC=CC=C2C=2C=CC=CC12 9-[4-(2-hydroxyethoxy)phenyl]fluorene